2-(4-tert-butylphenyl)-N-((2-(2,6-dioxopiperidin-3-yl)-1-oxoisoindolin-5-yl)methyl)-2,2-difluoroacetamide C(C)(C)(C)C1=CC=C(C=C1)C(C(=O)NCC=1C=C2CN(C(C2=CC1)=O)C1C(NC(CC1)=O)=O)(F)F